N1C=C(C=CC=C1)O azepin-3-ol